ClC1=C(C(=C(N=N1)N)C)C(C)C 6-chloro-4-methyl-5-(propan-2-yl)pyridazin-3-amine